C(=O)(C=C)OCCC[SiH3] acryl-oxypropyl-silane